CN1N=CC(=C1)C=1C(=NC=CC1)C=O 3-(1-methyl-1H-pyrazol-4-yl)pyridinealdehyde